N-(3-(difluoromethyl)-1-methyl-1H-pyrazol-5-yl)-3-methylbenzamide FC(C1=NN(C(=C1)NC(C1=CC(=CC=C1)C)=O)C)F